tert-Butyl 2-[1-[6-methyl-2-(1-methylindazol-6-yl)-4-oxo-chromen-8-yl]ethylamino]benzoate CC=1C=C2C(C=C(OC2=C(C1)C(C)NC1=C(C(=O)OC(C)(C)C)C=CC=C1)C1=CC=C2C=NN(C2=C1)C)=O